N(=[N+]=[N-])CCOCCOCCOCCOC[C@@]12[C@@H]([C@@H]([C@H]([C@@H](OC1)O2)NC(C)=O)O)O N-((1S,2R,3R,4R,5S)-1-(13-azido-2,5,8,11-tetraoxatridecyl)-2,3-dihydroxy-6,8-dioxabicyclo[3.2.1]octan-4-yl)acetamide